CN(C)[Ti](N(C)C)(N(C)C)N(C)C.[Ti] titanium tetrakis(dimethylamino)titanium